FC(C1C(C1)C1=NN=C(S1)N)F 5-(2-(difluoromethyl)cyclopropyl)-1,3,4-thiadiazol-2-amine